[I-].CC(N1C(=O)N(C)C=2N=CNC2C1=O)CC methyl-ethyl-theophylline iodide salt